OCC=1C=C(C=CC1)C1=CN=C2N1N=C(C=C2)C=2C=C(C=CC2)C(C)=O 1-[3-[3-[3-(hydroxymethyl)phenyl]imidazo[1,2-b]pyridazin-6-yl]phenyl]ethanone